3-((4-(3-ethoxyphenyl)-5-isobutylthiazol-2-yl)amino)thiophene-2-carboxylate C(C)OC=1C=C(C=CC1)C=1N=C(SC1CC(C)C)NC1=C(SC=C1)C(=O)[O-]